FC=1C=C(C=CC1F)N1C(CCC[C@H]1C1=NC2=C(N1[C@@H]1CC[C@H](CC1)O)C=CC(=C2)C2=C(N=NN2C)C)=O (S)-1-(3,4-difluorophenyl)-6-(5-(1,4-dimethyl-1H-1,2,3-triazol-5-yl)-1-(trans-4-hydroxycyclohexyl)-1H-benzo[d]imidazol-2-yl)piperidin-2-one